6-chloro-N-[5-chloro-1-(oxetan-3-yl)-1H-pyrazol-4-yl]-7-[1-(oxetan-3-yl)piperidin-4-yl]quinazolin-2-amine ClC=1C=C2C=NC(=NC2=CC1C1CCN(CC1)C1COC1)NC=1C=NN(C1Cl)C1COC1